C1(CC1)OC=1C=C(C=CC1N1CCOCC1)NC=1C=2N(C=C(N1)C1=CC=C3C=NNC3=C1)N=CN2 N-(3-cyclopropoxy-4-morpholinophenyl)-6-(1H-indazol-6-yl)-[1,2,4]triazolo[1,5-a]pyrazin-8-amine